CC=1C(NC(=NC1)N)=O 5-methylisocytosine